(R)-N-(1-methyl-2-carbonylpyrrolidin-3-yl)-8-((methyl-d3)amino)-6-((2-carbonyl-2H-[1,2'-bipyridinyl]-3-yl)amino)imidazo[1,2-b]pyridazine-3-carboxamide CN1C([C@@H](CC1)NC(=O)C1=CN=C2N1N=C(C=C2NC([2H])([2H])[2H])NC=2C(N(C=CC2)C2=NC=CC=C2)=C=O)=C=O